N1=C(C=CC2=CC=CC=C12)C(=O)[O-].[Zr+4].C(C)N(CCO)CC.N1=C(C=CC2=CC=CC=C12)C(=O)[O-].N1=C(C=CC2=CC=CC=C12)C(=O)[O-].N1=C(C=CC2=CC=CC=C12)C(=O)[O-] Diethylethanolamin zirconium quinolinate